N-[5-tert-butyl-4-(o-tolyl)-6-phenoxy-pyrimidin-2-yl]-1-methyl-pyrazole-4-sulfonamide C(C)(C)(C)C=1C(=NC(=NC1OC1=CC=CC=C1)NS(=O)(=O)C=1C=NN(C1)C)C1=C(C=CC=C1)C